CC1C=CCS(=O)(=O)OC1 4-methyl-2-pentene-1,5-sultone